2-(2-(2-(difluoromethoxy)-7-methylquinoxalin-5-yl)thiazol-5-yl)-4-methylphenol FC(OC1=NC2=CC(=CC(=C2N=C1)C=1SC(=CN1)C1=C(C=CC(=C1)C)O)C)F